ClC1=C(C=C(OCC(=O)N[C@@H]2CC[C@H](CC2)CNC(C2=CN=C(C=C2)O)=O)C=C1)F trans-N-((4-(2-(4-chloro-3-fluorophenoxy)acetamido)cyclohexyl)methyl)-6-hydroxynicotinamide